FC(C1=C(C=CC(=C1N)NN)C1=C(C=C(N)C=C1)C(F)(F)F)(F)F 2,2'-di(trifluoromethyl)diaminobenzidine